C(CCCCCCC\C=C/CCCCCCCC)C(C(CC(=O)[O-])=O)CCCCCCCC\C=C/CCCCCCCC.C(C)(C)O[Al+2].C(CCCCCCC\C=C/CCCCCCCC)C(C(CC(=O)[O-])=O)CCCCCCCC\C=C/CCCCCCCC monoisopropoxyaluminum bisoleylacetoacetate